2-(2,3-dimethoxyphenyl)-2-methyl-4-acetoxy-5-amino-3(2H)-furanone COC1=C(C=CC=C1OC)C1(OC(=C(C1=O)OC(C)=O)N)C